bistridecyl thiodipropionate S(CCC(=O)OCCCCCCCCCCCCC)CCC(=O)OCCCCCCCCCCCCC